NCCC=1C=CC(=NC1)C1=C(C=C(C#N)C=C1)SC1=CN=NC(=C1)N1CCCCC1 4-[5-(2-aminoethyl)pyridin-2-yl]-3-(6-piperidin-1-ylpyridazin-4-yl)sulfanylbenzonitrile